3-Hexanethiol CCC(CCC)S